ClC1(C(=CC=CC1C1=CC=C(C(=N1)OC)CN1CCC(CC1)C(=O)OC)C1=C(C(=CC=C1)NC=1C2=C(N=C(N1)C(F)F)C=C(C=N2)C=C)C)Cl methyl 1-((6-(2-chloro-3'-((2-(difluoromethyl)-7-vinylpyrido[3,2-d]pyrimidin-4-yl)amino)-2-chloro-2'-methyl-[1,1'-biphenyl]-3-yl)-2-methoxypyridin-3-yl)methyl)piperidine-4-carboxylate